C1=CC=CC=2C3=CC=CC=C3C(C12)COC(=O)N(N(C)CC=1N(C2=CC=CC=C2C1)CCC(=O)N[C@@H](CCC(OC(C)(C)C)=O)C(NCCOCCOCCC(=O)O)=O)C (S)-7-(3-(2-((2-(((9H-fluoren-9-yl)methoxy)carbonyl)-1,2-dimethylhydrazinyl)methyl)-1H-indol-1-yl)propanamido)-2,2-dimethyl-4,8-dioxo-3,12,15-trioxa-9-azaoctadecan-18-oic acid